methyl (S)-2-((tert-butoxycarbonyl)amino)-3-(4-((tert-butyldimethylsilyl)oxy)phenyl)-2-methylpropanoate C(C)(C)(C)OC(=O)N[C@](C(=O)OC)(CC1=CC=C(C=C1)O[Si](C)(C)C(C)(C)C)C